5-Fluoro-6-((((1S,3S,4S)-3-fluoro-4-(((S)-1-(imidazo[1,2-a]pyridin-8-yl)ethyl)amino)cyclohexyl)amino)methyl)-1,3-dimethyl-1,3-dihydro-2H-benzo[d]imidazol-2-one FC1=CC2=C(N(C(N2C)=O)C)C=C1CN[C@@H]1C[C@@H]([C@H](CC1)N[C@@H](C)C=1C=2N(C=CC1)C=CN2)F